N-(4-hydroxy-4-methoxyphenyl)-2-isopropyl-5,5-dimethylcyclohexanecarboxamide OC1(CC=C(C=C1)NC(=O)C1C(CCC(C1)(C)C)C(C)C)OC